4-fluoro-2,6-dibromochlorobenzene FC1=CC(=C(C(=C1)Br)Cl)Br